N-{4-[(3S)-3-aminopiperidin-1-yl]-7-hydroxy-6,7-dihydro-5H-cyclopenta[b]pyridin-3-yl}-6-[2,6-difluoro-4-(methylsulfinyl)phenyl]-5-fluoropyridine-2-carboxamide N[C@@H]1CN(CCC1)C1=C2C(=NC=C1NC(=O)C1=NC(=C(C=C1)F)C1=C(C=C(C=C1F)S(=O)C)F)C(CC2)O